C1(CCCCC1)C1=CC=C(C=C1)C1=CC=C(C=C1)CC(=O)N1C[C@@H](CC[C@@H]1C)C(=O)O (3R,6S)-1-(2-(4'-cyclohexyl-[1,1'-biphenyl]-4-yl)acetyl)-6-methylpiperidine-3-carboxylic acid